dipalladium(II) acetate C(C)(=O)[O-].[Pd+2].[Pd+2].C(C)(=O)[O-].C(C)(=O)[O-].C(C)(=O)[O-]